(Z)-1-(4-chloro-2-fluoro-phenyl)-3-(dimethylamino)but-2-en-1-one tert-Butyl-N-[(1s,3s)-3-{[(4-methylbenzenesulfonyl)oxy]methyl}cyclobutyl]carbamate C(C)(C)(C)OC(NC1CC(C1)COS(=O)(=O)C1=CC=C(C=C1)C)=O.ClC1=CC(=C(C=C1)C(\C=C(\C)/N(C)C)=O)F